C1(CCC1)CN(C(=O)OCC1=C(N=NN1C)C1=CC=C(C(=N1)C)O[C@@H]1CCC[C@]2(C[C@@H]12)C(=O)O)C |r| (±)-(1R,5R,6R)-5-((6-(5-((((cyclobutylmethyl)(methyl)carbamoyl)oxy)methyl)-1-methyl-1H-1,2,3-triazol-4-yl)-2-methylpyridin-3-yl)oxy)bicyclo[4.1.0]heptane-1-carboxylic acid